tert-Butyl ((7-vinyl-1,3-dihydroisobenzofuran-1-yl)methyl)carbamate C(=C)C=1C=CC=C2COC(C12)CNC(OC(C)(C)C)=O